(E)-1-styryltetrahydro-1H-thiophen-1-ium triflate [O-]S(=O)(=O)C(F)(F)F.C(=C\C1=CC=CC=C1)/[S+]1CCCC1